ethyl 4-(3-bromo-6-chloro-2-fluorophenoxy)-2-fluorobutanoate BrC=1C(=C(OCCC(C(=O)OCC)F)C(=CC1)Cl)F